ClC=1C(=C(C=CC1)NC(=O)C1=CC(=CC=2NC(=NC21)CC(N2CCCC2)=O)NC(=O)C2=C(C=CC=C2)C(F)(F)F)C N-(3-chloro-2-methylphenyl)-2-[2-oxo-2-(pyrrolidin-1-yl)ethyl]-6-({[2-(trifluoromethyl)phenyl]carbonyl}amino)-1H-benzimidazole-4-carboxamide